C(C)SC1=NC=C(C=N1)CN1CCN(CC1)C=1OC2=C(N1)C=C(C=C2)C(F)(F)F 2-(4-((2-(ethylthio)pyrimidin-5-yl)methyl)piperazin-1-yl)-5-(trifluoromethyl)benzo[d]oxazole